ethoxyethylaluminum C(C)OCC[Al]